C(#N)C1=CC=C(C=C1)C1CCN(CC1)C(=O)C=1C(=CC(=C(C1)C1=NC2=C(CN(C(C2)C)C(=O)OC(C)(C)C)N1)C)C tert-butyl 2-(5-(4-(4-cyanophenyl) piperidine-1-carbonyl)-2,4-dimethylphenyl)-6-methyl-6,7-dihydro-3H-imidazo[4,5-c]pyridine-5(4H)-carboxylate